ClC1=NC=C(C=C1C1=NC(=CC=C1C(C)=O)N1C=NC2=C1C=CC(=C2)NC=2N=NC(=CC2)C)F 2-(2-chloro-5-fluoro-3-pyridyl)-6-[5-[(6-methylpyridazin-3-yl)amino]benzimidazol-1-yl]-3-pyridyl-ethanone